OCC1(C2C=CC(C1)C2)C 5-hydroxymethyl-5-methylbicyclo[2.2.1]hept-2-ene